sulfuric acid natrium [Na].S(O)(O)(=O)=O